CCCCCC(O)(O)O hexanetriol